2,6,7-trimethyl-3-{[4-(trifluoromethyl)phenyl]methyl}naphthalene-1,4-dione CC=1C(C2=CC(=C(C=C2C(C1CC1=CC=C(C=C1)C(F)(F)F)=O)C)C)=O